(3S)-5-chloro-7-[(3-{2-[(1-ethylpiperidin-4-yl)amino]quinazolin-6-yl}-2,4-difluorophenyl)sulfamoyl]-2,3-dihydro-1-benzofuran-3-yl acetate C(C)(=O)O[C@@H]1COC2=C1C=C(C=C2S(NC2=C(C(=C(C=C2)F)C=2C=C1C=NC(=NC1=CC2)NC2CCN(CC2)CC)F)(=O)=O)Cl